(R)-(2-(2-methoxy-7-methylquinoxalin-5-yl)-4-methyl-7,8-dihydro-[1,4]dioxino[2',3':3,4]benzo[1,2-d]thiazol-7-yl)methyl (6-cyanopyridin-3-yl)carbamate C(#N)C1=CC=C(C=N1)NC(OC[C@@H]1OC2=C(C3=C(N=C(S3)C3=C4N=CC(=NC4=CC(=C3)C)OC)C(=C2)C)OC1)=O